C(C1=CC=CC=C1)[C@@H]1CCNC1 (2S,4R)-4-Benzylpyrrolidin